C(C1=CC=CC=C1)(=O)OOC(C)(C)C tertiary butyl benzoyl peroxide